C(#N)C=1C=C2C(=NC1)N(C=C2)C2=NC=C(C(=O)NC1CCN(CC1)CC1=C3CN(C(C3=CC=C1)=O)C1C(NC(CC1)=O)=O)C(=C2)NC(C)C 6-(5-cyano-1H-pyrrolo[2,3-b]pyridin-1-yl)-N-(1-((2-(2,6-dioxopiperidin-3-yl)-1-oxoisoindolin-4-yl)methyl)piperidin-4-yl)-4-(isopropylamino)nicotinamide